FC(C)(F)C1=CC=C(C=C1)C1=C(C=NN1C)C=1C=C2CN(C(C2=CC1)=O)C1C(NC(CC1)=O)=O 3-(5-(5-(4-(1,1-difluoroethyl)phenyl)-1-methyl-1H-pyrazol-4-yl)-1-oxoisoindolin-2-yl)piperidine-2,6-dione